C(C)N[C@@H](CC(C(N)=O)N)C(=O)O n-ethyl-γ-amino-L-glutamine